ClC1=CC(=NC=C1)NC=1SC=C(N1)C=1SC=CN1 N-(4-Chloropyridin-2-yl)-[2,4'-bithiazole]-2'-amine